(2RS)-2-(4-Fluorophenyl)-N-[4-[6-fluoro-3-(2-pyridyl)-1H-pyrrolo[3,2-b]pyridin-2-yl]-2-pyridyl]-3-methoxy-propanamid FC1=CC=C(C=C1)[C@@H](C(=O)NC1=NC=CC(=C1)C1=C(C2=NC=C(C=C2N1)F)C1=NC=CC=C1)COC |r|